[O-]P([O-])(=O)OP(=O)([O-])[O-] pyro-phosphate